[Cl-].FC1=CC=C(C=C1)C=1N(C=[N+]2C1C=1NC3=CC=CC=C3C1C=C2)C2=CC=C(C=C2)F 1,2-Bis(4-fluorophenyl)-2,11-dihydroimidazo[1',5':1,2]pyrido[3,4-b]indol-4-ium chloride